5-(3-methoxyazetidin-1-yl)pyridine-2-carboxamide COC1CN(C1)C=1C=CC(=NC1)C(=O)N